ethyl 1-amino-4-(2-fluoro-3-methoxyphenyl)-3-phenyl-1H-pyrrole-2-carboxylate NN1C(=C(C(=C1)C1=C(C(=CC=C1)OC)F)C1=CC=CC=C1)C(=O)OCC